2-methyl-1,4-cyclohexanediol CC1C(CCC(C1)O)O